S(=O)(=O)([O-])[O-].[Fe+2] iron (II) sulfate salt